α-(3,5-di-tert-butyl-4-hydroxybenzyl)glutarate C(C)(C)(C)C=1C=C(CC(C(=O)[O-])CCC(=O)[O-])C=C(C1O)C(C)(C)C